(2S,11aR)-7-fluoro-2-hydroxy-8-methyl-6-propoxy-2,3,11,11a-tetrahydro-1H,5H-benzo[f]pyrrolo[2,1-c][1,4]oxazepine-5-one FC=1C(=CC2=C(C(N3[C@@H](CO2)C[C@@H](C3)O)=O)C1OCCC)C